C(C)(C)(C)OC(=O)NC(COS(=O)(=O)C1=CC=C(C=C1)C)CC1=CC=CC=C1.OC(CC=O)(C1=CC=C(C=C1)Cl)C1=CC=C(C=C1)Cl 3-hydroxy-3,3-bis(4-chlorophenyl)propanal 2-((tert-butoxycarbonyl)amino)-3-phenylpropyl-4-methylbenzenesulfonate